(S)-N-(6-(1-methyl-1H-pyrazol-4-yl)isoquinolin-3-yl)-2-(2-methylmorpholinyl)acetamide CN1N=CC(=C1)C=1C=C2C=C(N=CC2=CC1)NC(CN1C[C@@H](OCC1)C)=O